FC(C1=CC=CC=2C=C(C(OC21)C(F)(F)F)C(=O)O)F 8-difluoromethyl-2-trifluoromethyl-2H-benzopyran-3-carboxylic acid